(2S,5R)-2-(N-((2-amino-2-oxoethyl) sulfonyl) carbamimidoyl)-7-oxo-1,6-diazabicyclo[3.2.1]octan-6-yl hydrogen sulfate S(=O)(=O)(ON1[C@@H]2CC[C@H](N(C1=O)C2)C(NS(=O)(=O)CC(=O)N)=N)O